Cl.CC1=C(C(=C(C(=C1N)CCCCCCCCCCCCCCCCCC)CCCCCCCCCCCCCCCCCC)N)C dimethyldioctadecylbenzene-1,4-diamine hydrochloride